C(C)(=O)O.C([C@H]1CO1)(=O)O (R)-glycidic acid acetate